3-(4-chlorobenzyl)-1-(4-(3-methylpyridin-4-yl)phenyl)pyrrolidin-2-one ClC1=CC=C(CC2C(N(CC2)C2=CC=C(C=C2)C2=C(C=NC=C2)C)=O)C=C1